FC1=CC=C(C(=O)C2=CNC=3N=C(N=C(C32)N[C@@H]3CN(CC3)C(CC(C)(C)C)=O)NC3=CC=C(C=C3)N3CCN(CC3)C)C=C1 (S)-1-(3-((5-(4-fluorobenzoyl)-2-((4-(4-methylpiperazin-1-yl)phenyl)amino)-7H-pyrrolo[2,3-d]pyrimidin-4-yl)amino)pyrrolidin-1-yl)-3,3-dimethylbutan-1-one